8-oxo-3,7-dimethyl-2,6-octadienyl-carboxylate O=CC(=CCCC(=CCC(=O)[O-])C)C